O=C(C(=O)O)CC1=CC=C(C=C1)C1(CC1)C(F)(F)F 2-oxo-3-(4-(1-(trifluoromethyl)cyclopropyl)phenyl)-propanoic acid